3-(3-{3-(2-benzyloxy-ethyl)-1-[3-chloro-4-(3,3-dimethyl-butyl)phenyl]-2-hydroxymethyl-cyclopentyl}ureido)propanoic acid ethyl ester C(C)OC(CCNC(=O)NC1(C(C(CC1)CCOCC1=CC=CC=C1)CO)C1=CC(=C(C=C1)CCC(C)(C)C)Cl)=O